ClC=1C=C(C=C(C1)F)N1C=C(C=2C(C(CCC12)(F)F)O)C(F)F 1-(3-chloro-5-fluorophenyl)-3-(difluoromethyl)-5,5-difluoro-4,5,6,7-tetrahydro-1H-indol-4-ol